C(C1=CC=CC=C1)NC([C@@H](C)NC(OC(C)(C)C)=O)=O tert-butyl (R,S)-(1-(benzylamino)-1-oxopropan-2-yl)carbamate